ClC=1C=C2N(CCNC2)C1C(=O)OC methyl 7-chloro-1,2,3,4-tetrahydropyrrolo[1,2-a]pyrazine-6-carboxylate